cyano-phenethyl alcohol C(#N)C(CC1=CC=CC=C1)O